C(CC)OC1=C2C(=NC=C1)NC=C2C2=NC(=NC=C2)N 4-(4-propoxy-1H-pyrrolo[2,3-b]pyridin-3-yl)pyrimidin-2-amine